4,4'-carbonylbis(azanediyl)bis(2,5-dihydroxybenzoic acid) C(=O)(NC1=CC(=C(C(=O)O)C=C1O)O)NC1=CC(=C(C(=O)O)C=C1O)O